7'-(3,5-difluorophenoxy)-2'-fluoro-4'-(trifluoromethylsulfanyl)spiro[1,3-dioxolane-2,3'-indane]-1'-one FC=1C=C(OC=2C=CC(=C3C4(C(C(C23)=O)F)OCCO4)SC(F)(F)F)C=C(C1)F